(3S)-4-[2-cyclohexyl-8-(methoxycarbonyl)-3H,6H,7H,8H,9H-imidazo[4,5-h]isoquinolin-3-yl]-3-(3-fluoro-5-methoxyphenyl)butanoic acid C1(CCCCC1)C1=NC2=C(C=CC=3CCN(CC23)C(=O)OC)N1C[C@@H](CC(=O)O)C1=CC(=CC(=C1)OC)F